calcium sodium sulfur [S].[Na].[Ca]